CN(C(/C=C/CC[C@@H](C(=O)NC=1C(N(C=CC1)CC=1N(C2=C(C=CC=C2C1)CC(C)C)C(=O)OC(C)(C)C)=O)NC(=O)OCCO)=O)C (S,E)-tert-butyl 2-((3-(7-(dimethylamino)-2-(((2-hydroxyethoxy) carbonyl)amino)-7-oxohept-5-enamido)-2-oxopyridin-1(2H)-yl)methyl)-7-isobutyl-1H-indole-1-carboxylate